COC=1C(=NC=CC1C(C(F)(F)F)OC)CNC=O N-((3-methoxy-4-(2,2,2-trifluoro-1-methoxyethyl)pyridin-2-yl)methyl)formamide